N-(7-amino-6-(3,5-dimethoxyphenyl)quinazolin-2-yl)-N-(pent-4-yn-1-yl)-1H-imidazole-1-carboxamide NC1=C(C=C2C=NC(=NC2=C1)N(C(=O)N1C=NC=C1)CCCC#C)C1=CC(=CC(=C1)OC)OC